1-(cinnamylsulfonyl)-4-methoxybenzene C(C=CC1=CC=CC=C1)S(=O)(=O)C1=CC=C(C=C1)OC